5-Chloropyrazolo[1,5-a]pyrimidine ClC1=NC=2N(C=C1)N=CC2